ethoxysilan C(C)O[SiH3]